2-[6-(ethoxycarbonyl)-5-methyl-1-[(2R)-2-(2-methylpropoxy)-2-phenylethyl]-2,4-dioxo-1H,2H,3H,4H-thieno[2,3-d]pyrimidin-3-yl]-2-methylpropionic acid C(C)OC(=O)C1=C(C2=C(N(C(N(C2=O)C(C(=O)O)(C)C)=O)C[C@@H](C2=CC=CC=C2)OCC(C)C)S1)C